FC1(CN(CC[C@H]1NC1=NN2C(C(=N1)OC)=C(C(=C2)F)C=2C=C(C=1N(C2)C(=CN1)C(=O)NC)F)C([2H])([2H])[2H])F (R)-6-(2-((3,3-difluoro-1-(methyl-d3)piperidin-4-yl)amino)-6-fluoro-4-methoxypyrrolo[2,1-f][1,2,4]triazin-5-yl)-8-fluoro-N-methylimidazo[1,2-a]pyridine-3-carboxamide